ClC1=CC(=C2C(=N1)N(C(=N2)C=O)CCOC)N2CCOCC2 5-chloro-3-(2-methoxyethyl)-7-morpholino-3H-imidazo[4,5-b]pyridine-2-carbaldehyde